C1(CC1)CN1C=2C3=CN=C(C(O[C@@H](C4=CC(=CC=C4C4=CN(N=C4CC2C=N1)C)F)C)=C3)N (19R)-3-(cyclopropylmethyl)-16-fluoro-10,19-dimethyl-20-oxa-3,4,9,10,23-pentaazapentacyclo[19.3.1.02,6.08,12.013,18]pentacosa-1(24),2(6),4,8,11,13,15,17,21(25),22-decaen-22-amine